2-(1H-pyrazol-3-yl)isoquinolin-1(2H)-one N1N=C(C=C1)N1C(C2=CC=CC=C2C=C1)=O